C1(CC1)C1=NC=NC(=C1C=1N=CC2=C(N(CC(NC23CCC3)=O)CC3=CC=C(C=C3)C=3N(C=C(N3)C(F)(F)F)C)N1)OC 2'-(4-cyclopropyl-6-methoxypyrimidin-5-yl)-9'-(4-(1-methyl-4-(trifluoromethyl)-1H-imidazol-2-yl)benzyl)-8',9'-dihydrospiro[cyclobutane-1,5'-pyrimido[4,5-e][1,4]diazepine]-7'(6'H)-one